ClC[C@@H](CC(=O)OCC)O (R)-ethyl 4-chloro-3-hydroxybutyrate